FC(CN1N=CC(=C1)C=1N=C2C(=NC1)N=C(S2)NC(=O)C=2C=NC(=CC2C2=CC(=NC=C2OC)C)C)F N-(6-(1-(2,2-difluoroethyl)-1H-pyrazol-4-yl)thiazolo[4,5-b]pyrazin-2-yl)-5'-methoxy-2',6-dimethyl-[4,4'-bipyridine]-3-carboxamide